OCC1=CC=C(O1)C1=NC=2C(=C3C(=NC2)N(C=C3)S(=O)(=O)C3=CC=CC=C3)N1C=1C=NN(C1)CC#N 2-(4-(2-(5-(hydroxymethyl)furan-2-yl)-6-(benzenesulfonyl)imidazo[4,5-d]pyrrolo[2,3-b]pyridin-1(6H)-yl)-1H-pyrazol-1-yl)acetonitrile